3-bromo-2-(3-fluorophenyl)pyrazolo[1,5-a]pyrimidin-5-amine BrC=1C(=NN2C1N=C(C=C2)N)C2=CC(=CC=C2)F